1-benzyl-6-((dimethylamino)methyl)-3-((2-methyl-[1,1'-biphenyl]-3-yl)methyl)-1H-indol-5-ol C(C1=CC=CC=C1)N1C=C(C2=CC(=C(C=C12)CN(C)C)O)CC=1C(=C(C=CC1)C1=CC=CC=C1)C